2-[(2E)-2-(aminomethyl)-3-fluoroprop-2-en-1-yl]-4-{3-methyl-5-[4-(1,2,4-oxadiazol-3-yl)phenyl]pyridin-2-yl}-2,4-dihydro-3H-1,2,4-triazol-3-one NC/C(/CN1N=CN(C1=O)C1=NC=C(C=C1C)C1=CC=C(C=C1)C1=NOC=N1)=C\F